2,7-dihydroxy-5-methyl-1-phenyl-1,2,3,4,4a,5-hexahydrodipyrido[1,2-b:2',1'-f][1,2,4]triazine-6,8-dione OC1CCC2N(N3C(C(N2C)=O)=C(C(C=C3)=O)O)C1C1=CC=CC=C1